NC1=NC(NC=C1C#CCCC#CC)=O 4-amino-5-(hepta-1,5-diyn-1-yl)pyrimidin-2(1H)-one